O=C(C)CCC(CCC(CCC(CCN)=O)=O)=O 2,5,8,11-tetraoxotridecan-13-amine